ClC=1C=C(C=2N(C1)C=CN2)C=2C=1N(C(=NC2)NCC2=C(C=CC3=C2CCO3)F)C=NN1 8-(6-chloroimidazo[1,2-a]pyridin-8-yl)-N-((5-fluoro-2,3-dihydrobenzofuran-4-yl)methyl)-[1,2,4]triazolo[4,3-c]pyrimidin-5-amine